(R)-N-(4-(3,3-Difluoro-3-(4-fluorophenyl)propyl)-6-((1-hydroxy-4-methylpentan-2-yl)amino)-1,3,5-triazin-2-yl)methanesulfonamide FC(CCC1=NC(=NC(=N1)N[C@@H](CO)CC(C)C)NS(=O)(=O)C)(C1=CC=C(C=C1)F)F